BrC1=CC=2N(C(N(C(C2S1)=O)C1=CN=CC2=CC=CC(=C12)F)=O)CCC#N 3-[6-bromo-3-(5-fluoro-4-isoquinolinyl)-2,4-dioxo-thieno[3,2-d]pyrimidin-1-yl]propionitrile